C(=O)(O)CN(C)C(N)=NSCC(=O)O 2-{[{[(carboxy-methyl)(methyl)-amino](amino)-methylidene}-amino]sulfanyl}-acetic acid